3,6,9,12,15-pentaoxaheptadec-16-enyl 3-aminopropanoate NCCC(=O)OCCOCCOCCOCCOCCOC=C